C(=O)O.C12CN(CC(CC1)N2)C2=NC(=NC1=C(C(=C(C(=C21)OC)F)C2=CC=CC1=CC=C(C(=C21)C#C)F)F)OC[C@]21CCCN1C[C@@H](C2)F 4-(3,8-diazabicyclo[3.2.1]octan-3-yl)-7-(8-ethynyl-7-fluoronaphthalen-1-yl)-6,8-difluoro-2-(((2R,7aS)-2-fluorotetrahydro-1H-pyrrolizin-7a(5H)-yl)methoxy)-5-methoxyquinazoline formate